1,3,5-Trihydroxy-4-(3-methylbut-2-enyl)xanthen-9-one OC1=CC(=C(C=2OC3=C(C=CC=C3C(C12)=O)O)CC=C(C)C)O